cyclohexyl ((4-nitrophenoxy)(phenoxy)phosphoryl)-L-valinate [N+](=O)([O-])C1=CC=C(OP(=O)(OC2=CC=CC=C2)N[C@@H](C(C)C)C(=O)OC2CCCCC2)C=C1